3-((3,5-bis(trifluoromethyl)phenyl)amino)-6-cyanobenzo[d]isothiazole 1,1-dioxide FC(C=1C=C(C=C(C1)C(F)(F)F)NC1=NS(C2=C1C=CC(=C2)C#N)(=O)=O)(F)F